2-[[(5S,7S)-7-Fluoro-5-phenyl-6,7-dihydro-5H-pyrrolo[1,2-b][1,2,4]triazol-2-yl]sulfonyl]Ethanol F[C@H]1C[C@H](N2N=C(N=C21)S(=O)(=O)CCO)C2=CC=CC=C2